C(C)N(C1=CC=C(\C=C\2/OC3=C(C2=O)C=CC(=C3)O)C=C1)CC (Z)-2-(4-(diethylamino)benzylidene)-6-hydroxybenzofuran-3(2H)-one